[13CH2]([13CH3])N(C(C1=C(C=CC(=C1)F)O)=O)[13CH]([13CH3])[13CH3] N-(ethyl-13C2)-5-fluoro-2-hydroxy-N-(prop-2-yl-13C3)benzamide